N-ethyl-(2-fluoroethyl)amine hydrochloride Cl.C(C)NCCF